COC1=CC=C(C=N1)CCC(=O)O 3-(6-methoxy-3-pyridinyl)propanoic acid